Br.NCC1=C(C=CC(=C1)Cl)O 2-(aminomethyl)-4-chlorophenol hydrobromide